FC1=CC(=C(C=C1)NC1=C(C(=O)O)C=CC(=C1)C)C(C)C 2-((4-fluoro-2-isopropylphenyl)-amino)-4-methyl-benzoic acid